N'-hydroxy-5-((5-(5-(trifluoromethyl)pyrimidin-2-yl)oxazol-2-yl)amino)pyridine ON1C(N=CC(=C1)C(F)(F)F)C1=CN=C(O1)NC=1C=CC=NC1